F[C@@H]1[C@H]2CCC[C@@H](C[C@@H]1OC1=CN=C(N=N1)C1=C(C=C(C=C1)C=1C=NN(C1)C)O)N2 2-(6-(((1R,2R,3S,5S)-2-fluoro-9-azabicyclo[3.3.1]non-3-yl)oxy)-1,2,4-triazin-3-yl)-5-(1-methyl-1H-pyrazol-4-yl)phenol